4-(4-chlorophenyl)-1H-pyrrole-2-carboxylic acid methyl ester COC(=O)C=1NC=C(C1)C1=CC=C(C=C1)Cl